N1=NC(=NC=C1)N1C[C@@H](CC1)N (3R)-1-(1,2,4-triazin-3-yl)pyrrolidin-3-amine